2-(2-hydroxyphenyl)benzoxazolol OC1=C(C=CC=C1)C1(OC2=C(N1)C=CC=C2)O